Methyl 3-(3-(4-(((5-fluoropyridin-3-yl)oxy)methyl)phenoxy)azetidin-1-yl)-2-(1H-pyrrol-1-yl)benzoate FC=1C=C(C=NC1)OCC1=CC=C(OC2CN(C2)C=2C(=C(C(=O)OC)C=CC2)N2C=CC=C2)C=C1